C(C(O)C1=CC=CC=C1)(=O)O.[N+](=O)([O-])C1=C(C=CC=C1)N1C(=CC=C1)C=CC=NN\C(=N\[H])\N (E)-N-[1-(2-nitrophenyl)-1H-pyrrol-2-yl-allylideneamino]-guanidine DL-mandelate salt